BrC=1C=C2CC(CC2=CC1)C1(C(C=NC=C1)N)N 4-(5-bromo-2,3-dihydro-1H-inden-2-yl)pyridine-3,4-diamine